O=C1NC(CCC1N1C(C2=CC=C(C=C2C1=O)NCCC[C@@H]1C[C@H](C1)N1N=CC(=C1)C1=NC(=NC=C1)N1CCN(CC1)C)=O)=O 2-(2,6-dioxopiperidin-3-yl)-5-((3-(trans-3-(4-(2-(4-methylpiperazin-1-yl)pyrimidin-4-yl)-1H-pyrazol-1-yl)cyclobutyl)propyl)amino)isoindoline-1,3-dione